C1(CC1)C1(CC1)C(=O)NC(C(=O)O)CCOC1CC(C1)CCC1=NC=2NCCCC2C=C1 2-[(1-cyclopropylcyclopropanecarbonyl)amino]-4-[3-[2-(5,6,7,8-tetrahydro-1,8-naphthyridin-2-yl)ethyl]cyclobutoxy]butanoic acid